C(=O)(C=C)C=1NC=CN1 acryl-imidazole